tert-butyl (2-((5-(1,4-dimethyl-1H-pyrazol-5-yl)pyridin-2-yl)amino)-1-(dispiro[2.1.25.23]nonan-4-yl)-2-oxoethyl)carbamate CN1N=CC(=C1C=1C=CC(=NC1)NC(C(C1C2(CC2)CCC12CC2)NC(OC(C)(C)C)=O)=O)C